4,7-dichloro-N-ethyl-5,6-dimethyl-1H-benzimidazole-2-sulfonamide ClC1=C(C(=C(C=2NC(=NC21)S(=O)(=O)NCC)Cl)C)C